BrC1=CC2=C(N(N=C2C(=C1)F)C)C(C(F)F)(C)O 2-(5-bromo-7-fluoro-2-methyl-2H-indazol-3-yl)-1,1-difluoropropan-2-ol